tert-Butyl (4-(3-((1S,5S)-2,6-diazabicyclo[3.2.0]heptan-2-yl)-5-fluoro-7,9-dihydrofuro[3,4-f]quinazolin-6-yl)-3-cyano-7-fluorothieno[3,2-c]pyridin-2-yl)carbamate [C@H]12N(CC[C@@H]2NC1)C1=NC=2C(=C(C3=C(C2C=N1)COC3)C3=NC=C(C1=C3C(=C(S1)NC(OC(C)(C)C)=O)C#N)F)F